4-methyl-1-(((S)-oxetan-2-yl)methyl)-1H-benzo[d]imidazole-6-carboxylic acid CC1=CC(=CC=2N(C=NC21)C[C@H]2OCC2)C(=O)O